NC1(CCN(CC1)C=1C=C2C(=NC1)C(=NN2)SC2=C(C(=NC=C2)N)Cl)C 4-((6-(4-amino-4-methylpiperidin-1-yl)-1H-pyrazolo[4,3-b]pyridin-3-yl)thio)-3-chloropyridin-2-amine